FC=1SC(=C(N1)C)CCl 2-fluoro-5-(chloromethyl)-4-methylthiazole